COCCN1N=CC(=C1)NC1=NC(=NC=C1)C1=CC=C(C=C1)N1C(NCC1)=O 1-(4-(4-((1-(2-methoxyethyl)-1H-pyrazol-4-yl)amino)pyrimidin-2-yl)phenyl)imidazolidin-2-one